methyl 2-{4-[(3-cyano-4-methyl-1H-indol-7-yl)sulfamoyl]-2-ethylimidazol-1-yl}acetate C(#N)C1=CNC2=C(C=CC(=C12)C)NS(=O)(=O)C=1N=C(N(C1)CC(=O)OC)CC